F[C@@H]1CN(CC[C@@H]1N1C=C(C=2C1=NC=C(C2)N2C(NC(CC2)=O)=O)C)CC2CCNCC2 |o1:1,6| 1-(1-((3R*,4S*)-3-Fluoro-1-(piperidin-4-ylmethyl)piperidin-4-yl)-3-methyl-1H-pyrrolo[2,3-b]pyridin-5-yl)dihydropyrimidine-2,4(1H,3H)-dione